COC[C@@H](CC(C)C)NC=1NC(/C(/N1)=C/C1=CC2=C(N=CN2C)C=C1)=O (4Z)-2-[[(1R)-1-(Methoxymethyl)-3-methyl-butyl]amino]-4-[(3-methylbenzimidazol-5-yl)methylene]-1H-imidazol-5-one